(1-(4-amino-6-bromo-5-(quinolin-3-yl)pyrrolo[2,1-f][1,2,4]triazin-7-yl)pent-4-en-2-yl)carbamic acid tert-butyl ester C(C)(C)(C)OC(NC(CC1=C(C(=C2C(=NC=NN21)N)C=2C=NC1=CC=CC=C1C2)Br)CC=C)=O